benzo[c]isothiazole 2-oxide N=1S(C=C2C1C=CC=C2)=O